FC1(CN(C1)C=1C(=CC=2N(N1)C(=CN2)C2=NC(=NC=C2)N[C@H]2CNC[C@@H]2F)OC)F 4-(6-(3,3-difluoroazetidin-1-yl)-7-methoxyimidazo[1,2-b]pyridazin-3-yl)-N-((3S,4S)-4-fluoropyrrolidin-3-yl)pyrimidin-2-amine